Cl.Cl.NC(N)=NC=1SC=C(N1)CSC(N)=N 2-diaminomethyleneamino-4-amidinothiomethyl-thiazole dihydrochloride